(R)-2-(3-(phenylmethyloxy)phenyl)propan-1-ol C1(=CC=CC=C1)COC=1C=C(C=CC1)[C@H](CO)C